2-bromo-3,4-dichloro-1-(prop-2-en-1-yloxy)benzene BrC1=C(C=CC(=C1Cl)Cl)OCC=C